CC1N(C(CNC1)C)C=1C(=C2CN(C(C2=C(C1F)F)=O)C1CNCCC1)F 3-(5-(2,6-Dimethylpiperazin-1-yl)-4,6,7-trifluoro-1-oxoisoindoline-2-yl)piperidine